2-chloro-6-{[(R)-2-methylpropane-2-sulfinyl]imino}-4,6-dihydrospiro[cyclopenta[d][1,3]thiazole-5,4'-piperidine]-1'-carboxylic acid t-butyl ester C(C)(C)(C)OC(=O)N1CCC2(CC1)C(C1=C(N=C(S1)Cl)C2)=N[S@](=O)C(C)(C)C